[1,3-bis-(2,4,6-trimethylphenyl)-2-imidazolidinylidene]dichloro(3-methyl-2-butenylidene)(triphenylphosphine) ruthenium(II) [Ru+2].CC1=C(C(=CC(=C1)C)C)N1C(N(CC1)C1=C(C=C(C=C1C)C)C)=CC(=CC=P(C1=C(C(=CC=C1)Cl)Cl)(C1=CC=CC=C1)C1=CC=CC=C1)C